C(C)(C)(C)OC(=O)N1CC2(C1)OCC1=CC(=CC=C12)C=NO 6-(hydroxyiminomethyl)spiro[1H-isobenzofuran-3,3'-azetidine]-1'-carboxylic acid tert-butyl ester